((3S,4S)-8-(5-(fluoromethyl)-3-iodo-1-((2-(trimethylsilyl)ethoxy)methyl)-1H-pyrazolo[4,3-b]pyrazin-6-yl)-3-methyl-2-oxa-8-azaspiro[4.5]decan-4-yl)carbamic acid tert-butyl ester C(C)(C)(C)OC(N[C@@H]1[C@@H](OCC12CCN(CC2)C=2N=C1C(=NC2CF)C(=NN1COCC[Si](C)(C)C)I)C)=O